4-[3-[2,6-Dichloro-4-(8-methyl-5-oxa-2,8-diazaspiro[3.5]nonan-2-yl)benzoyl]-2,4-dihydro-1,3-benzoxazin-8-yl]-5-fluoro-2-(3-oxa-8-azabicyclo[3.2.1]octan-8-yl)benzoic acid ClC1=C(C(=O)N2COC3=C(C2)C=CC=C3C3=CC(=C(C(=O)O)C=C3F)N3C2COCC3CC2)C(=CC(=C1)N1CC2(C1)OCCN(C2)C)Cl